2-(5,7-dimethyl-1,3-benzoxazol-2-yl)-6-methylphenol CC=1C=C(C2=C(N=C(O2)C2=C(C(=CC=C2)C)O)C1)C